3,5-difluoro-4-[[4-(2-furylmethyl)-5-pyrazin-2-yl-1,2,4-triazol-3-yl]sulfanyl]benzenecarbohydroxamic acid FC=1C=C(C=C(C1SC1=NN=C(N1CC=1OC=CC1)C1=NC=CN=C1)F)C(=O)NO